N1C(=NC=C1)C(=O)N1[C@H](C2=CC=CC=C2CC1)C1=CC=CC=C1 2-(1H-imidazol-2-ylcarbonyl)-(1S)-1-phenyl-1,2,3,4-tetrahydroisoquinoline